N-(2-(1H-indol-3-yl)ethyl)-4-fluoro-5-methyl-2-((3,4,5-trimethoxyphenyl)amino)benzamide N1C=C(C2=CC=CC=C12)CCNC(C1=C(C=C(C(=C1)C)F)NC1=CC(=C(C(=C1)OC)OC)OC)=O